C(C)(C)(C)OC(=O)N1CC(CC=C1C1=CC2=C3N(N=C2C=C1)CCNC3=O)C 3-Methyl-6-(1-oxo-1,2,3,4-tetrahydropyrazino[1,2-b]indazol-9-yl)-3,4-dihydropyridine-1(2H)-carboxylic acid tert-butyl ester